FC(C1=NOC2=CC(=CC=C12)CC1CC2(CN(C2)C(=O)N2C[C@@H]3[C@@H](OCC(N3)=O)CC2)C1)(F)F (4aR,8aS)-6-[6-[[3-(trifluoromethyl)indoxazen-6-yl]methyl]-2-azaspiro[3.3]heptane-2-carbonyl]-4,4a,5,7,8,8a-hexahydropyrido[4,3-b][1,4]oxazin-3-one